acryloxymethyl-methyldiethoxysilane C(C=C)(=O)OC[Si](OCC)(OCC)C